N,N-dimethyl-N-carboxymethyleneammonium C[N+](=CC(=O)O)C